5-fluoro-N-((3R,4R)-3-fluoro-1-(methylsulfonyl)piperidin-4-yl)-7-(2,4,6-trifluoro-3-methylphenyl)pyrrolo[2,1-f][1,2,4]triazin-2-amine FC=1C=C(N2N=C(N=CC21)N[C@H]2[C@@H](CN(CC2)S(=O)(=O)C)F)C2=C(C(=C(C=C2F)F)C)F